ClC=1C(=C(C(=CC1C#C)Cl)OCC1=CC=C(C=C1)OC)OCC1=CC=C(C=C1)OC 4,4'-(((3,6-dichloro-4-ethynyl-1,2-phenylene)bis(oxy))bis(methylene))bis(methoxybenzene)